(S)-5-amino-1-methylpiperidin-2-one N[C@H]1CCC(N(C1)C)=O